C(C)(C)(C)OC(=O)C1=C(N=NC(=C1)Cl)N1CC(OCC1)C(=O)OC methyl 4-{4-[(tert-butoxy)carbonyl]-6-chloropyridazin-3-yl}morpholine-2-carboxylate